(E)-N'-(2,5-dimethyl-4-(2-(o-tolyl)acetyl)phenyl)-N-ethyl-N-methylformimidamide CC1=C(C=C(C(=C1)C(CC1=C(C=CC=C1)C)=O)C)/N=C/N(C)CC